2-((4-methylphenyl)sulfonylamino)-N-(4-(4-methoxyphenyl)thiazol-2-yl)benzamide ethyl-2-[1-oxo-4-(trifluoromethyl)-[1,2,4]triazino[4,5-a]indol-2-yl]acetate C(C)OC(CN1N=C(N2C(=CC=3C=CC=CC23)C1=O)C(F)(F)F)=O.CC1=CC=C(C=C1)S(=O)(=O)NC1=C(C(=O)NC=2SC=C(N2)C2=CC=C(C=C2)OC)C=CC=C1